ClC=1C=C(C=CC1Cl)[C@H](CN1C(=C(C(C=C1)=O)O)C)O (R)-1-(2-(3,4-dichlorophenyl)-2-hydroxyethyl)-3-hydroxy-2-methylpyridin-4(1H)-one